C(#N)C1=C(C=C(C=C1)O)N(S(=O)(=O)C1=CC=CC=C1)CCC=O N-(2-cyano-5-hydroxyphenyl)-N-(3-oxopropyl)benzenesulfonamide